OC1=C(C(=CC=C1)OC)S(=O)(=O)NC1=NOC2=C1C(=CC(=C2)CN2N=CC=C2)OC 2-Hydroxy-6-methoxy-N-{4-methoxy-6-[(1H-pyrazol-1-yl)methyl]-1,2-benzoxazol-3-yl}benzene-1-sulfonamide